C(\C=C\C=C\C)O trans,trans-hexa-2,4-diene-1-ol